tert-Butyl N-tert-butoxycarbonyl-N-(2-methyl-3-nitro-phenyl)carbamate C(C)(C)(C)OC(=O)N(C(OC(C)(C)C)=O)C1=C(C(=CC=C1)[N+](=O)[O-])C